methylpropanediol adipate C(CCCCC(=O)O)(=O)O.CC(CC)(O)O